C12CN(CC(O1)C2)C=2SC1=C(N2)SC(=C1)C(=O)OCC ethyl 2-(6-oxa-3-azabicyclo[3.1.1]heptan-3-yl)thieno[2,3-d]thiazole-5-carboxylate